N4-(4-(dimethylcarbamoyl)phenyl)-N2-(3-(methylsulfonamido)phenyl)thiophene-2,4-dicarboxamide CN(C(=O)C1=CC=C(C=C1)NC(=O)C=1C=C(SC1)C(=O)NC1=CC(=CC=C1)NS(=O)(=O)C)C